ClC=1C(=C(C(=NC1)N)[N+](=O)[O-])NC1CCN(CC1)C 5-chloro-N4-(1-methylpiperidin-4-yl)-3-nitropyridine-2,4-diamine